CC(COC(CCCCCCC\C=C/CCCC)=O)(C)C (Z)-9-tetradecenoic acid 2,2-dimethyl-1-propyl ester